1,3-dihydrospiro[indene-2,4'-piperidine]-1'-carboxylic acid tert-butyl ester C(C)(C)(C)OC(=O)N1CCC2(CC1)CC1=CC=CC=C1C2